FC=1C=CC2=C(CCO2)C1CNC1=NC=C(C=2N1C=NN2)C=2C=1N(C(=CC2)C2(CCC2)O)N=CN1 1-[8-(5-{[(5-Fluoro-2,3-dihydro-1-benzofuran-4-yl)methyl]amino}-[1,2,4]triazolo[4,3-c]pyrimidine-8-yl)-[1,2,4]triazolo[1,5-a]pyridin-5-yl]cyclobutan-1-ol